N-[5-(4-cyano-3-fluorophenyl)-[1,2,4]triazolo[1,5-a]pyridin-7-yl]-2,2-difluorocyclopropane-1-carboxamide C(#N)C1=C(C=C(C=C1)C1=CC(=CC=2N1N=CN2)NC(=O)C2C(C2)(F)F)F